2,6-Bis(2,4-dihydroxybenzyl)-4-methylphenol OC1=C(CC2=C(C(=CC(=C2)C)CC2=C(C=C(C=C2)O)O)O)C=CC(=C1)O